FC=1C(=C2C(=NC1)NN=C2)C2=C1N(N=C2C2=NC=C(C=C2)F)CCC1 5-fluoro-4-[2-(5-fluoro-2-pyridinyl)-5,6-dihydro-4H-pyrrolo[1,2-b]pyrazol-3-yl]-1H-pyrazolo[3,4-b]pyridine